ClC1=CC2=C(N=C(N=C2)NC2=C(C=C(C=C2)S(=O)(=O)CC2CN(C2)C2CCNCC2)C)N(C1=O)C(C)C 6-Chloro-8-isopropyl-2-[2-methyl-4-[[1-(4-piperidyl)azetidin-3-yl]methylsulfonyl]anilino]pyrido[2,3-d]pyrimidin-7-one